(E)-N-(3-((2-(7-morpholino-2-(pyridin-4-yl)-[1,2,4]triazolo[1,5-a]pyrimidin-5-yl)hydrazono)methyl)phenyl)methanesulfonamide O1CCN(CC1)C1=CC(=NC=2N1N=C(N2)C2=CC=NC=C2)N\N=C\C=2C=C(C=CC2)NS(=O)(=O)C